OC(C(O)N)CCCCC 2-hydroxy-1-amino-heptanol